CS(=O)(=O)[NH-].C(C)N1C=[N+](C=C1)C 1-ethyl-3-methylimidazolium methanesulfonamide salt